[4-(1,1-difluoro-2-hydroxypropan-2-yl)phenyl]-4-[4-fluoro-2-(2,2,2-trifluoroethoxy)phenyl]-2,3-dihydro-1H-pyrrolo[3,4-c]pyridin-1-one FC(C(C)(O)C1=CC=C(C=C1)N1CC=2C(=NC=CC2C1=O)C1=C(C=C(C=C1)F)OCC(F)(F)F)F